ClC=1C=2N(C=C(C1)S(=O)(=O)NC1(CC1)C#N)C(=CN2)C=2SC(=NN2)C(F)F 8-chloro-N-(1-cyanocyclopropyl)-3-(5-(difluoromethyl)-1,3,4-thiadiazol-2-yl)imidazo[1,2-a]pyridine-6-sulfonamide